C(=O)(O)C1=C(C(=O)C2=C(C=C(C=C2)N(C2=CC=CC=C2)C2=CC=CC=C2)O)C=CC=C1 2-carboxy-4'-diphenylamino-2'-hydroxybenzophenone